lithium hydroxide monohydrate monohydrate O.O.[OH-].[Li+]